Azidoadenosine C1=NC(=C2C(=N1)N(C=N2)[C@]3([C@@H]([C@@H]([C@H](O3)CO)O)O)N=[N+]=[N-])N